2-(1H-imidazol-1-yl)-N-((1r,4r)-4-methoxycyclohexyl)-5H-pyrrolo[3,2-d]pyrimidine-4-carboxamide N1(C=NC=C1)C=1N=C(C2=C(N1)C=CN2)C(=O)NC2CCC(CC2)OC